NC1=NC=CC=C1S(=O)(=O)NC(=O)C=1C(=NC(=CC1)C(C(C)C)C)N1C(C[C@@H](C1)C)(C)C N-[(2-Amino-3-pyridyl)sulfonyl]-6-(1,2-dimethylpropyl)-2-[(4S)-2,2,4-trimethylpyrrolidin-1-yl]pyridin-3-carboxamid